2-(5-((6S,8R)-8-methyl-7-(2,2,2-trifluoroethyl)-6,7,8,9-tetrahydro-3H-pyrazolo[4,3-f]isoquinolin-6-yl)pyridin-2-yl)-2-azaspiro[3.5]nonane-7-carbaldehyde C[C@H]1N([C@@H](C2=CC=C3C(=C2C1)C=NN3)C=3C=CC(=NC3)N3CC1(C3)CCC(CC1)C=O)CC(F)(F)F